(3-{4-[(6S)-6-(2-anilino-2-oxoethyl)-2,3,9-trimethyl-6H-thieno[3,2-f][1,2,4]triazolo[4,3-a][1,4]diazepin-4-yl]phenoxy}propoxy)acetic acid N(C1=CC=CC=C1)C(C[C@H]1C=2N(C3=C(C(=N1)C1=CC=C(OCCCOCC(=O)O)C=C1)C(=C(S3)C)C)C(=NN2)C)=O